2,3,4-Triethyl-6-methylphenol C(C)C1=C(C(=CC(=C1CC)CC)C)O